3-((4-((4-Phenyl-2-(trifluoromethyl)thiazol-5-yl)oxy)pyridin-2-yl)amino)benzenesulfonamide C1(=CC=CC=C1)C=1N=C(SC1OC1=CC(=NC=C1)NC=1C=C(C=CC1)S(=O)(=O)N)C(F)(F)F